CC=1C=C(C=CC1OC1=CC=2N(C=C1)N=CN2)NC=2C1=C(N=CN2)C=CC(=N1)N1CC2N(C(C1)C2)C(C=C)=O 1-(3-{4-[(3-methyl-4-{[1,2,4]triazolo[1,5-a]pyridin-7-yloxy}phenyl)amino]pyrido[3,2-d]pyrimidin-6-yl}-3,6-diazabicyclo[3.1.1]heptan-6-yl)prop-2-en-1-one